(S)-N,N-dibenzyl-3-methyl-4-methoxyl-5-benzyloxyphenylalanine C(C1=CC=CC=C1)N([C@@H](CC1=CC(=C(C(=C1)OCC1=CC=CC=C1)OC)C)C(=O)O)CC1=CC=CC=C1